2-(methylamino)-4-nitro-benzoic acid CNC1=C(C(=O)O)C=CC(=C1)[N+](=O)[O-]